[3-(1,2,4-triazol-4-yl)-5-(trifluoromethyl)phenyl]methanone N=1N=CN(C1)C=1C=C(C=C(C1)C(F)(F)F)C=O